[Cr](=O)(=O)([O-])O[Cr](=O)(=O)[O-].[NH4+].[NH4+] ammonium diChromate